C(CCCCCCCCCCC)C(=O)[C@H](O)[C@@H](O)[C@H](O)CO dodecyl-xylose